FC1(CC(C1)CNC(=O)C=1C=NN2C1C=C(C=C2)C2=CNC=1N=C(N=CC12)NC1CCN(CC1)C)F N-((3,3-difluorocyclobutyl)methyl)-5-(2-((1-methylpiperidin-4-yl)amino)-7H-pyrrolo[2,3-d]pyrimidin-5-yl)pyrazolo[1,5-a]pyridine-3-carboxamide